O=C1NC(CCC1NC1=CC=C(C=C1)C1CCN(CC1)CC1=CC=C(C=C1)C=1C=C2C(=NC=NN2C1)C=1C(=C(C=C(C1)F)NC(OC(C)(C)C)=O)C)=O tert-butyl (3-(6-(4-((4-(4-((2,6-dioxopiperidin-3-yl)amino)phenyl)piperidin-1-yl)methyl)phenyl)pyrrolo[2,1-f][1,2,4]triazin-4-yl)-5-fluoro-2-methylphenyl)carbamate